COC(=O)C1CC(=NN1C1=CC=C(C=C1)OC(F)(F)F)C1=C(C=CC=C1)Cl 3-(2-chlorophenyl)-1-(4-trifluoromethoxyphenyl)-4,5-dihydro-1H-pyrazole-5-carboxylic acid methyl ester